(R)-N-(3-chloro-4-(4-(pyrrolidine-3-carbonyl)piperazine-1-carbonyl)phenyl)-5-(1-cyclopropyl-3-(trifluoromethyl)-1H-pyrazol-4-yl)-1-methyl-1H-imidazole-2-carboxamide hydrochloride Cl.ClC=1C=C(C=CC1C(=O)N1CCN(CC1)C(=O)[C@H]1CNCC1)NC(=O)C=1N(C(=CN1)C=1C(=NN(C1)C1CC1)C(F)(F)F)C